C(C)OC1=C(C=CC=C1)CC(=O)N 2-(2-ethoxyphenyl)acetamide